C(CCCC)OC1=CC=C(C2=CC=CC=C12)O 4-(n-pentyloxy)-1-naphthol